tert-Butyl N-([1,3]dioxolo[4,5-b]pyridin-6-yl)carbamate O1COC2=NC=C(C=C21)NC(OC(C)(C)C)=O